[1,3]oxazepine-3-carboxylate O1CN(C=CC=C1)C(=O)[O-]